3-ethoxy-6-methylpyridazine C(C)OC=1N=NC(=CC1)C